(R)-2-(4-hydroxyphenoxy)propionic acid methyl ester COC([C@@H](C)OC1=CC=C(C=C1)O)=O